FC(C1(CC1)C1=CC=C(C=C1)C=1C=2N(C=C(N1)NC(OC(C)(C)C)=O)C=CC2)(F)F tert-Butyl (1-(4-(1-(trifluoromethyl)cyclopropyl)phenyl)pyrrolo[1,2-a]pyrazin-3-yl)carbamate